NC1=C(C(=NC(=N1)N1CCC(CC1)(CCC)N)C(=O)N)C1=C(C(=CC=C1)Cl)Cl 6-amino-2-(4-amino-4-propylpiperidin-1-yl)-5-(2,3-dichloro-phenyl)pyrimidine-4-carboxamide